N(=C=O)C(C)O[Si](OCC)(OCC)C Isocyanato-methyltriethoxysilan